FC(C=1N=CC=2N(C1)C(=CN2)C2=NC=CC(=N2)N2C[C@H](CC[C@H]2C)C(=O)N)F Cis-1-(2-(6-(Difluoromethyl)imidazo[1,2-a]pyrazin-3-yl)pyrimidin-4-yl)-6-methylpiperidine-3-carboxamide